(E)-1-(4-(7-(3-hydroxynaphthalen-1-yl)-2-((1-methylpyrrolidin-2-yl)methoxy)-5,6,7,8-tetrahydropyrido[3,4-d]pyrimidin-4-yl)piperazin-1-yl)but-2-en-1-one OC=1C=C(C2=CC=CC=C2C1)N1CC=2N=C(N=C(C2CC1)N1CCN(CC1)C(\C=C\C)=O)OCC1N(CCC1)C